Cl.COC=1C=C(CNCC2=CC=C(N(C)C)C=C2)C=CC1 4-(((3-methoxybenzyl)amino)methyl)-N,N-dimethylaniline hydrochloride